C(CCCCCCC)ON1C(C(CCC1(C)C)C(C(=O)O)(CCCCCCCC(=O)O)C1C(N(C(CC1)(C)C)OCCCCCCCC)(C)C)(C)C.C(CCC)C1=NC2=CC=C(C=C2C(=C1)OC)OCCCCCCN1C(C2=CC=CC=C2CC1)C 2-butyl-4-methoxy-6-((6-(1-methyl-3,4-dihydroisoquinolin-2(1H)-yl)hexyl)oxy)quinoline bis(1-octyloxy-2,2,6,6-tetramethylpiperidyl)sebacate